CC1=NC2=C(S1)C=C(C=C2)C(=O)O 3-(p-tolyl)-1H-pyrazol-5-amine